[OH-].C(CC)[N+](CCCCCC)(CCCCCC)CCC dipropyldi-n-hexylammonium hydroxide